C(C)(C)(C)OC(N[C@@H]1C[C@H](C1)N(C(CN1N=C(C2=CC(=CC=C12)N)C(N)=O)=O)CC(=O)NCC1=C(C(=CC=C1)Cl)F)=O ((trans)-3-(2-(5-amino-3-carbamoyl-1H-indazol-1-yl)-N-(2-((3-chloro-2-fluorobenzyl)amino)-2-oxoethyl)acetamido)cyclobutyl)carbamic acid tert-butyl ester